COC1=C(C=C2C=CN=C(C2=C1)OC[C@H]1NC(O[C@H]1C)=O)C(=O)N 7-methoxy-1-{[(4r,5s)-5-methyl-2-oxo-1,3-oxazolidin-4-yl]methoxy}isoquinoline-6-carboxamide